NCC(CN1N=CN(C1=O)CC=1SC2=C(C1)C=C(C=C2)C2=CC1=C(OCO1)C=C2)=C(F)F 2-[2-(aminomethyl)-3,3-difluoro-allyl]-4-[[5-(1,3-benzodioxol-5-yl)benzothiophen-2-yl]methyl]-1,2,4-triazol-3-one